(3,5-diphenylbenzene) phenylcarbamate C1(=CC=CC=C1)NC(O)=O.C1(=CC=CC=C1)C=1C=CC=C(C1)C1=CC=CC=C1